ethyl 5-((2-cyclopropyl-1-(5-fluoro-2-hydroxyphenyl)ethyl) amino)pyrazolo[1,5-a]pyrimidine-3-carboxylate C1(CC1)CC(C1=C(C=CC(=C1)F)O)NC1=NC=2N(C=C1)N=CC2C(=O)OCC